C(C1=CC=CC=C1)NC(CC1=NC=C(C=C1)C1=CC=C(C=C1)N)=O N-benzyl-2-(5-(4-aminophenyl)pyridin-2-yl)acetamide